BrC=1C=C(C=CC1F)NC(=NO)C1=NON=C1NCCS(NN1CCOCC1)(=O)=O N-(3-bromo-4-fluorophenyl)-N'-hydroxyl-4-((2-(morpholinylsulfamoyl)ethyl)amino)-1,2,5-oxadiazol-3-formamidine